[Cl-].C(CCCCCCCCCCCCCCCCC)[N+](CCC[Si](OC)(OC)OC)(C)C N-octadecyl-dimethyl-(3-(trimethoxysilyl)propyl)ammonium chloride